N=1C(C(N=CC1)=O)=O Pyrazindion